BrC=1C(=NC(=NC1)NC1=C(C=C(C=C1)S(=O)(=O)N1CCNCC1)C)NC1=C(C(=O)N)C(=CC=C1)F 2-((5-bromo-2-((2-methyl-4-(piperazin-1-ylsulfonyl)phenyl)amino)pyrimidin-4-yl)amino)-6-fluorobenzamide